triethylene glycol-bis-(2-ethyl hexanoate) C(C)C(C(=O)OCCOCCOCCOC(C(CCCC)CC)=O)CCCC